ClC1=CC=C(C=C1)N1CC(C1)C(=O)N(C)[C@@H]1COCC=2NC(C=3C=C(C(=CC3C21)F)F)=O (S)-1-(4-Chlorophenyl)-N-(8,9-difluoro-6-oxo-1,4,5,6-tetrahydro-2H-pyrano[3,4-c]isoquinolin-1-yl)-N-methylazetidine-3-carboxamide